[3-fluoro-2-(methylsulfamoylamino)pyridin-4-yl]methyl-1-methyl-6-oxopyridine-3-carboxamide FC=1C(=NC=CC1CC=1N(C(C=CC1C(=O)N)=O)C)NS(NC)(=O)=O